(S)-2-(N-[4-amino-5-(4-cyanobenzoyl)thiazol-2-yl]-4-fluoro-anilino)propanamide NC=1N=C(SC1C(C1=CC=C(C=C1)C#N)=O)N(C1=CC=C(C=C1)F)[C@H](C(=O)N)C